8-chloro-1-((2,4-diaminoquinazolin-7-yl)methyl)-3,4-dihydroquinolin-2(1H)-one ClC=1C=CC=C2CCC(N(C12)CC1=CC=C2C(=NC(=NC2=C1)N)N)=O